S(=O)(=O)([O-])[O-].[Sn+4].S(=O)(=O)([O-])[O-] tin sulphate